[Pt](Br)(Br)(Br)Br Platinum(IV) bromide